[3-(5-fluoropyrimidin-2-yl)-2,5-dihydro-1H-pyrrole-1-carbonyl]-6-methyl-N-(1-methylcyclopropyl)furo[2,3-d]pyrimidin-4-amine FC=1C=NC(=NC1)C=1CN(CC1)C(=O)C=1N=C(C2=C(N1)OC(=C2)C)NC2(CC2)C